(S)-11-(((R)-4,4-difluoropyrrolidin-2-yl)methyl)-4-ethyl-8-fluoro-4-hydroxy-1,12-dihydro-14H-pyrano[3',4':6,7]indolizino[2,1-b]quinoline-3,6,14(4H,11H)-trione FC1(C[C@@H](NC1)CN1C2=C(C(C3=CC(=CC=C13)F)=O)C1=CC3=C(C(N1C2)=O)COC([C@]3(O)CC)=O)F